2-[ETHYL(PIPERIDIN-4-YL)AMINO]ACETALDEHYDE C(C)N(CC=O)C1CCNCC1